1-(1H-imidazol-1-ylmethyl)-4-(2,3,4-trifluorophenyl)pyrrolidin-2-one N1(C=NC=C1)CN1C(CC(C1)C1=C(C(=C(C=C1)F)F)F)=O